N-(6-((2-amino-3-chloropyridin-4-yl)oxy)pyridin-3-yl)-5-(4-fluorophenyl)-1-isopropyl-4-oxo-1,4-dihydropyridazine-3-carboxamide NC1=NC=CC(=C1Cl)OC1=CC=C(C=N1)NC(=O)C1=NN(C=C(C1=O)C1=CC=C(C=C1)F)C(C)C